FC1(C(C1)CC1=C(C=C(C(=N1)OC)N)F)F 6-[(2,2-difluorocyclopropyl)methyl]-5-fluoro-2-methoxy-pyridin-3-amine